4-hydroxy-2-oxoglutaric acid OC(CC(C(=O)O)=O)C(=O)O